C(#N)[C@H]1N(CCC1)C(CN1C[C@H](CC1)C=1OC2=C(C1C(=O)N)C=CC=C2OC)=O ((S)-1-(2-((S)-2-cyanopyrrolidin-1-yl)-2-oxoethyl)pyrrolidin-3-yl)-7-methoxybenzofuran-3-carboxamide